C(C)(C)(C)OC(=O)N1CC2(C(C2C1)(C)C)[C@H](CC1C(NC2(CC2)C1)=O)C(COC1=CC(=CC=C1)Cl)=O ((2S)-4-(3-chlorophenoxy)-3-oxo-1-(5-oxo-4-azaspiro[2.4]hept-6-yl)butan-2-yl)-6,6-dimethyl-3-azabicyclo[3.1.0]hexane-3-carboxylic acid tert-butyl ester